tert-butyl ((1-(2-((2-(2,6-dioxopiperidin-3-yl)-1-oxoisoindolin-4-yl)(pentyl)amino)ethyl)cyclohexyl)methyl)carbamate O=C1NC(CCC1N1C(C2=CC=CC(=C2C1)N(CCC1(CCCCC1)CNC(OC(C)(C)C)=O)CCCCC)=O)=O